Sodium Dimethyl Dithiocarbonate C(SC)(OC)=S.[Na]